(R)-N-(1-cyclobutyl-6-(trifluoromethyl)-1H-benzo[d]imidazol-2-yl)-3,3,3-trifluoro-2-hydroxy-2-methylpropanamide C1(CCC1)N1C(=NC2=C1C=C(C=C2)C(F)(F)F)NC([C@@](C(F)(F)F)(C)O)=O